C1=2C=3C=C(C=NC3NCNC2C=CC=C1)C#N 6,8,10-triazatricyclo[9.4.0.02,7]pentadeca-1(11),2(7),3,5,12,14-hexaene-4-carbonitrile